NC1CCC(CC1)NC(=O)C1=NC2=C(N1CC1=CC=CC3=CC=CC=C13)C=C(C=C2)C(N)=N N-((1r,4r)-4-aminocyclohexyl)-6-carbamimidoyl-1-(naphthalen-1-ylmethyl)-1H-benzo[d]imidazole-2-carboxamide